(S)-2-((7-fluoro-2-methylquinazolin-4-yl)amino)-4-((2-(4-fluorophenoxy)ethyl)(4-(5,6,7,8-tetrahydro-1,8-naphthyridin-2-yl)butyl)amino)butanoic acid FC1=CC=C2C(=NC(=NC2=C1)C)N[C@H](C(=O)O)CCN(CCCCC1=NC=2NCCCC2C=C1)CCOC1=CC=C(C=C1)F